dimethyl cis-cyclohex-4-ene-1,2-dicarboxylate [C@@H]1([C@H](CC=CC1)C(=O)OC)C(=O)OC